(R)-((1S)-2,2-difluorocyclopropyl)(6-(2-methyl-2H-pyrazolo[3,4-b]pyridin-5-yl)thieno[2,3-b]pyridin-2-yl)methanol FC1([C@@H](C1)[C@@H](O)C1=CC=2C(=NC(=CC2)C2=CC=3C(N=C2)=NN(C3)C)S1)F